methyl 2-((tert-butoxycarbonyl)amino)-7-((4'-trifluoromethyl-[1,1'-biphenyl]-2-yl)oxy)-1,2,3,4-tetrahydronaphthalene-2-carboxylate C(C)(C)(C)OC(=O)NC1(CC2=CC(=CC=C2CC1)OC1=C(C=CC=C1)C1=CC=C(C=C1)C(F)(F)F)C(=O)OC